2,5-dibromo-isophthalic acid dimethyl ester COC(C1=C(C(C(=O)OC)=CC(=C1)Br)Br)=O